beta-methyl-3-(1-methylethyl)-phenylpropionaldehyde CCC(C=O)C1=CC(=CC=C1)C(C)C